mesylamine S(=O)(=O)(C)N